CN1C=2N(CC[C@@H](C1=O)NC(=O)C=1N=C3N(N1)C(CC3)C3=CC=CC=C3)N=CC2 N-((S)-4-Methyl-5-oxo-5,6,7,8-tetrahydro-4H-pyrazolo[1,5-a][1,3]diazepin-6-yl)-5-phenyl-6,7-dihydro-5H-pyrrolo[1,2-b][1,2,4]triazol-2-carboxamid